NC1C(CN(CC1)C(=O)OC(C)(C)C)OC tert-butyl 4-amino-3-methoxy-piperidine-1-carboxylate